1-[2-[1-(cyclopropylmethyl)-3-methyl-pyrazol-4-yl]-6-[5-[(6-methylpyridazin-3-yl)amino]benzimidazol-1-yl]-3-pyridyl]ethanol C1(CC1)CN1N=C(C(=C1)C1=NC(=CC=C1C(C)O)N1C=NC2=C1C=CC(=C2)NC=2N=NC(=CC2)C)C